C(C)(=O)SC/C=C/C=1C=C(C(=NC1Cl)OC)C1CCN(CC1)C(=O)OC(C)(C)C tert-butyl (E)-4-(5-(3-(acetylthio)prop-1-en-1-yl)-6-chloro-2-methoxypyridin-3-yl)piperidine-1-carboxylate